CN(C(=O)[C@H]1CN(CC[C@@H]1NC(=O)C1=NOC(=C1)C1=C(C=C(C=C1F)F)F)[C@H]1[C@H](CCC1)C)C (3S,4S)-1-((1R,2S)-2-methyl-cyclopentyl)-4-{[5-(2,4,6-trifluoro-phenyl)-isoxazole-3-carbonyl]-amino}-piperidine-3-carboxylic acid dimethylamide